2-(4-Fluorophenyl)-1-(2-methylpyridin-4-yl)-6-{octahydropyrrolo[3,4-c]pyrrol-2-yl}-1H-1,3-benzodiazole FC1=CC=C(C=C1)C1=NC2=C(N1C1=CC(=NC=C1)C)C=C(C=C2)N2CC1CNCC1C2